6,7-dihydro-3H-imidazo[4,5-c]pyridin-4(5H)-one N1=CNC=2C(NCCC21)=O